CC(CS(=O)(=O)[O-])(C)NC(C=C)=O 2-methyl-2-[(1-oxo-2-propenyl)amino]-1-propanesulfonate